[Cl-].C(C(=O)C)[N+]1=CC=CC=C1 1-acetonylpyridinium chloride